OCC(CO)(CCCO)CO 2,2-bis(hydroxymethyl)-1,5-pentanediol